CC1(COC2=CC=CC=C2C1=O)C 3,3-dimethylchromen-4-one